C(C)(C)(C)OC(NCCCOC1=C(C=CC(=C1)F)CC1=CC(=C(C=C1)F)C#N)=O (3-(2-(3-cyano-4-fluorobenzyl)-5-fluorophenoxy)propyl)carbamic acid tert-butyl ester